Cl.CN(CCCl)C 2-(dimethyl-amino)ethyl chloride hydrochloride